2,3-Bis(phenyl-imino)butan C1(=CC=CC=C1)N=C(C)C(C)=NC1=CC=CC=C1